4-(3-amino-4-methyl-1H-indazol-5-yl)-N-(2-hydroxycyclopentyl)-N,3-dimethylbenzenesulfonamide NC1=NNC2=CC=C(C(=C12)C)C1=C(C=C(C=C1)S(=O)(=O)N(C)C1C(CCC1)O)C